4-chloro-1-(methyl-d3)-8-(1-methylpiperidin-4-yl)-2-(trifluoromethyl)chromeno[7,8-d]imidazol-6(1H)-one ClC1=CC=2C(C=C(OC2C2=C1N=C(N2C([2H])([2H])[2H])C(F)(F)F)C2CCN(CC2)C)=O